9-(4-((1-(3,3-difluoropropyl)azetidin-3-yl)methyl)phenyl)-8-(4-fluoro-2-(trifluoromethyl)phenyl)-6,7-dihydro-5H-benzo[7]annulene-3-carboxylic acid FC(CCN1CC(C1)CC1=CC=C(C=C1)C1=C(CCCC2=C1C=CC(=C2)C(=O)O)C2=C(C=C(C=C2)F)C(F)(F)F)F